C12C(C3CC(CC(C1)C3)C2)=O adamantaneOne